(3,4-dihydroxyphenyl)-N-octylacetamide OC=1C=C(C=CC1O)CC(=O)NCCCCCCCC